ClC=1C=C(C=CC1C#N)N1CC2(C[C@H]1C)CCN(CC2)C2=CC=C(C(=O)N1CCC(CC1)CN1CCN(CC1)C1=CC=C(C(=O)NC3C(NC(CC3)=O)=O)C=C1)C=C2 4-(4-((1-(4-((R)-2-(3-Chloro-4-cyanophenyl)-3-methyl-2,8-diazaspiro[4.5]decan-8-yl)benzoyl)piperidin-4-yl)meth-yl)piperazin-1-yl)-N-(2,6-dioxopiperidin-3-yl)benzamide